6-(3-(((S)-1-(3-methoxyphenyl)ethyl)glycyl)-3,8-diazabicyclo[3.2.1]octan-8-yl)nicotinonitrile COC=1C=C(C=CC1)[C@H](C)NCC(=O)N1CC2CCC(C1)N2C2=NC=C(C#N)C=C2